C(C)OC1CC[C@@H]2N(C([C@H](C1)NC([C@H](C)NC)=O)=O)[C@@H](CC2)C(=O)NC2=C(N=C(S2)C=2OC=CN2)C2=CC=CC=C2 (3S,6S,10aR)-8-ethoxy-6-((S)-2-(methylamino)propanamido)-N-(2-(oxazol-2-yl)-4-phenylthiazol-5-yl)-5-oxodecahydropyrrolo[1,2-a]azocine-3-carboxamide